(S)-1-(2-((S)-3-(Isochinolin-4-ylamino)pyrrolidin-1-yl)acetyl)pyrrolidin-2-carbonitril C1=NC=C(C2=CC=CC=C12)N[C@@H]1CN(CC1)CC(=O)N1[C@@H](CCC1)C#N